NC=1SC(=C(N1)CC)C(=O)OCC ethyl 2-amino-4-ethylthiazole-5-carboxylate